ClC=1C=CC2=C(C=C(O2)C(C(=O)N[C@@H]([C@H](O)C2=CC(=C(C=C2)OC)C(F)F)CN2CCCC2)(F)F)C1 2-(5-chlorobenzofuran-2-yl)-N-((1r,2r)-1-(3-(difluoromethyl)-4-methoxyphenyl)-1-hydroxy-3-(pyrrolidin-1-yl)propan-2-yl)-2,2-difluoroacetamide